BrC1=CC2=C(C(NS2(=O)=O)C)C=C1 6-bromo-3-methyl-2,3-dihydrobenzo[d]isothiazol 1,1-dioxide